FC(CC1(N(CCC1)C)CO)F (2-(2,2-difluoroethyl)-1-methylpyrrolidin-2-yl)methanol